[N+](=O)([O-])C[C@@H](C1=CC=CC=C1)C(C(=O)OCCC)C(=O)OCCC (R)-Dipropyl 2-(2-nitro-1-phenylethyl)malonate